CC(CO)CCCCCCCCCCCCCCC 2-methyl-1-heptadecanol